FC=1C=C(C=CC1OC1=C2C(=NC=C1)C=C(S2)C2=NC=C(C=C2)CNCCOC)NC(=O)C=2C(N(C(=CC2)C)C2=CC=C(C=C2)F)=O N-(3-fluoro-4-{[2-(5-{[(2-methoxyethyl)amino]methyl}pyridin-2-yl)thieno[3,2-b]pyridin-7-yl]oxy}phenyl)-1-(4-fluorophenyl)-6-methyl-2-oxo-1,2-dihydropyridine-3-carboxamide